FC1=C(C=O)C(=C(C(=C1F)N1C2=CC=CC=C2C=2C=CC=CC12)F)F 2,3,5,6-tetrafluoro-4-(9-carbazolyl)benzaldehyde